((2-hydroxyethyl)azanediyl)bis(butane-4,1-diyl) bis(6,6-bis(((Z)-oct-5-en-1-yl)oxy)hexanoate) C(CCC\C=C/CC)OC(CCCCC(=O)OCCCCN(CCCCOC(CCCCC(OCCCC\C=C/CC)OCCCC\C=C/CC)=O)CCO)OCCCC\C=C/CC